C1(CC1)CN[C@H]1CN(CCC1)C=1C=NC(=CC1)C1(COC1)N1N=NC(=C1)C=1C=NC=C(C1)C#CC (R)-N-(cyclopropylmethyl)-1-(6-(3-(4-(5-(prop-1-yn-1-yl)pyridin-3-yl)-1H-1,2,3-triazol-1-yl)oxetan-3-yl)pyridin-3-yl)piperidin-3-amine